bromoeicosanoic acid BrC(C(=O)O)CCCCCCCCCCCCCCCCCC